FC1([C@@H]([C@H]2N(C(COC=3C=NC(=C(OC=4C=CC=C(C2)C4F)N3)C)=O)C1)NS(=O)(=O)C)F N-[(15aS,16R)-17,17,20-trifluoro-7-methyl-1-oxo-1,2,15a,16,17,18-hexahydro-15H-4,8-(azeno)-10,14-(metheno)pyrrolo[1,2-j][1,7,4,10]dioxadiazacycloheptadecin-16-yl]methanesulfonamide